NC=1C(C=C(C(C1)=O)N)=O 2,5-diaminobenzoquinone